C(C)(C)(C)OC(=O)N1C(C2=C(C=CC(=C2C1)B(O)O)NC1=NC(=C(C=C1)C1CCOCC1)C(C)N(C)C)=O (2-(Tert-Butoxycarbonyl)-7-((6-(1-(dimethylamino)ethyl)-5-(tetrahydro-2H-pyran-4-yl)pyridin-2-yl)amino)-1-oxoisoindolin-4-yl)boronic acid